FC(C(=O)O)(F)F.FC(C(=O)O)(F)F.FC(C(=O)O)(F)F.FC(C(=O)O)(F)F.C1(=CC=CC=C1)C(CC(=O)N)C1=CC=CC=C1 3,3-diphenyl-propanamide tetrakistrifluoroacetate